tert-Butyl 3-[1-(4-methoxy-4-oxo-butyl)-3-piperidyl]azetidine-1-carboxylate COC(CCCN1CC(CCC1)C1CN(C1)C(=O)OC(C)(C)C)=O